NC1=C(C2=C(N=C(N=C2)C)N1C1=C(C(=CC=C1C)OC)C)C#N 6-amino-7-(3-methoxy-2,6-dimethyl-phenyl)-2-methyl-pyrrolo[2,3-d]pyrimidine-5-carbonitrile